chloro-N-{[4-(4-methyl-1,3-thiazol-5-yl)-2,5-dioxoimidazolidin-4-yl]methyl}-4'-(trifluoromethyl)[biphenyl]-2-carboxamide ClC1=C(C(=CC=C1)C1=CC=C(C=C1)C(F)(F)F)C(=O)NCC1(NC(NC1=O)=O)C1=C(N=CS1)C